tert-butyl 3-(3-((R)-1-((R)-1,1-dimethylethylsulfinamido)ethyl)-5-(hydroxymethyl)phenyl)-3-fluoroazetidine-1-carboxylate CC(C)(C)[S@@](=O)N[C@H](C)C=1C=C(C=C(C1)CO)C1(CN(C1)C(=O)OC(C)(C)C)F